ClC=1C=CC(=C(C1)C1(C(NC2=C1N=C(O2)C(F)(F)F)=O)C)OC 6-(5-chloro-2-methoxyphenyl)-6-methyl-2-(trifluoromethyl)-4H-pyrrolo[3,2-d]oxazol-5(6H)-one